FC=1C=C(C(=O)O)C=CC1[C@@H](CO)NC(=O)C=1N(C2=CC(=C(C(=C2C1)Cl)C)OC)C 3-fluoro-4-[(1S)-1-[(4-chloro-6-methoxy-1,5-dimethyl-1H-indol-2-yl)formamido]-2-hydroxyethyl]benzoic acid